FC(F)C=1C(=NC=C(C1)C1=NC(=NC(=N1)N1C(COCC1)(C)C)N1[C@@H](COCC1)COC)N difluoromethyl-5-[4-(3,3-dimethylmorpholin-4-yl)-6-[(3R)-3-(methoxymethyl)morpholin-4-yl]-1,3,5-triazin-2-yl]pyridin-2-amine